C(C)(=O)O[C@H]1[C@H](O[C@H]([C@@H]([C@H]1OC(C)=O)F)OC=1C(OC2=CC=CC=C2C1C)=O)COC(C)=O (2R,3S,4S,5R,6S)-2-(acetoxymethyl)-5-fluoro-6-((4-methyl-2-oxo-2H-chromenyl)oxy)tetrahydro-2H-pyran-3,4-diyl diacetate